BrC1=C2CCCN(C2=CC=C1)C(=O)NC=1C=NC(=C(C1)Cl)N1N=CC=N1 5-bromo-N-(5-chloro-6-(2H-1,2,3-triazol-2-yl)pyridin-3-yl)-3,4-dihydroquinoline-1(2H)-carboxamide